C(C)NC(=O)NC1=NC=C(C=C1)CN1CCN(CC1)C=1C(=NC(=CC1)N1N=CC=C1)F 1-ethyl-3-(5-((4-(2-fluoro-6-(1H-pyrazol-1-yl)pyridin-3-yl)piperazin-1-yl)methyl)pyridin-2-yl)urea